[Ta].CC(=O)NC(=O)C diacetamide tantalum